prop-2-yn-1-yl 5-amino-2-(((tert-butyldiphenylsilyl)oxy)methyl)benzyl(prop-2-yn-1-yl)carbamate NC=1C=CC(=C(CN(C(OCC#C)=O)CC#C)C1)CO[Si](C1=CC=CC=C1)(C1=CC=CC=C1)C(C)(C)C